C12CN(CC(N1)C2)C=2OC=1C(N2)=C(C=CC1C=1SC=CN1)C(=O)NCCOC 2-(3,6-diazabicyclo[3.1.1]heptan-3-yl)-N-(2-methoxyethyl)-7-(thiazol-2-yl)benzo[d]oxazole-4-carboxamide